CN1C(CCC1=O)C(=O)NC1=CC(=CC=2OCCOC21)OC2=CC=C(C=C2)C(F)(F)F 1-Methyl-5-oxo-N-(7-(4-(trifluoromethyl)phenoxy)-2,3-dihydrobenzo[b][1,4]-dioxin-5-yl)pyrrolidine-2-carboxamide